ClC1=CC(=NC=2N1N=CC2C)C2=NC(=NC=C2)SC 7-chloro-3-methyl-5-(2-methylsulfanylpyrimidin-4-yl)pyrazolo[1,5-a]pyrimidine